sodium aminopropionate NC(C(=O)[O-])C.[Na+]